N-(1-(2-(3-(Pyrrolidin-1-yl)-4-(trifluoromethyl)benzyl)-2,8-diazaspiro[4.5]decane-8-carbonyl)-1H-pyrazol-3-yl)methanesulfonamide N1(CCCC1)C=1C=C(CN2CC3(CC2)CCN(CC3)C(=O)N3N=C(C=C3)NS(=O)(=O)C)C=CC1C(F)(F)F